C[C@@H]1N(C2=CC=CC=C2[C@@H](C1)NC1=CC=C(C=C1)NC(CNC(=O)NC1=CC=C(C=C1)OCCN1CC(N(CCC1)C)=O)=O)C(CC)=O N-(4-(((2S,4R)-2-methyl-1-propionyl-1,2,3,4-tetrahydroquinolin-4-yl)amino)phenyl)-2-(3-(4-(2-(4-methyl-3-oxo-1,4-diazepan-1-yl)ethoxy)phenyl)ureido)acetamide